The molecule is a hydrate that is the hexahydrate form of manganese(II) sulfate. It has a role as a nutraceutical. It is a hydrate, a manganese molecular entity and a metal sulfate. It contains a manganese(II) sulfate. O.O.O.O.O.O.[O-]S(=O)(=O)[O-].[Mn+2]